ClC=1C=NC(=C(C(=O)NC2CCC(CC2)CN2C(N(C3=C2C=CC=C3)C=3C=C2C(=NC3)NC=C2)=O)C1)C(F)F 5-chloro-2-(difluoromethyl)-N-((1r,4r)-4-((2-oxo-3-(1H-pyrrolo[2,3-b]pyridin-5-yl)-2,3-dihydro-1H-benzo[d]imidazol-1-yl)methyl)cyclohexyl)nicotinamide